4-(5-chloro-2-fluorophenyl)-6-methoxypyrimidine ClC=1C=CC(=C(C1)C1=NC=NC(=C1)OC)F